C(C1(C2=CC=CC=C2C2=NC=3C=CC=CC3C=C21)CCC(=O)[O-])C2(C1=CC=CC=C1C1=NC=3C=CC=CC3C=C12)CCC(=O)[O-] 3,3'-[methylenebis(11H-indeno[1,2-b]quinoline-11,11-diyl)]dipropionate